FC1=CC(=C(CNC(=O)C2CCN(CC2)CC2=CC=C(C=C2)F)C=C1)C(F)(F)F N-(4-fluoro-2-(trifluoromethyl)benzyl)-1-(4-fluorobenzyl)piperidine-4-carboxamide